4-(2-Methyloxyeth-2-yl)benzonitrile COC(C)C1=CC=C(C#N)C=C1